FC=1C(=CC=2C3=C(NC(C2C1)=O)COCC3N(C(=O)C3NC1=CC(=CC(=C1C3)F)F)C)F N-(8,9-difluoro-6-oxo-1,4,5,6-tetrahydro-2H-pyrano[3,4-c]isoquinolin-1-yl)-4,6-difluoro-N-methyldihydroindole-2-carboxamide